FC1=CNC2=NC=CC(=C21)C=2C(=NN(C2)C)C2=NC=C(C=C2)F 3-fluoro-4-[3-(5-fluoro-2-pyridinyl)-1-methyl-pyrazol-4-yl]-1H-pyrrolo[2,3-b]pyridine